3-(2-aminoethyl)-6-methyl-1H-indole-5-carbonitrile NCCC1=CNC2=CC(=C(C=C12)C#N)C